20-[(4-methylpiperazin-1-yl)methyl]-10,18,21-trioxa-7-thia-4,8-diazapentacyclo[20.2.2.12,6.113,17.09,28]octacosa-1(24),2(28),3,5,8,13(27),14,16,22,25-decaene-11-carboxylate CN1CCN(CC1)CC1COC2=CC=CC(CC(OC3=NSC4=CN=CC(C5=CC=C(O1)C=C5)=C43)C(=O)[O-])=C2